(3-cyclopropyl-1-(4-(1,1-difluoroethyl)-6-methylpyrimidin-2-yl)-1H-pyrazolo[4,3-c]pyridin-6-yl)acetamide C1(CC1)C1=NN(C2=C1C=NC(=C2)CC(=O)N)C2=NC(=CC(=N2)C(C)(F)F)C